FC=1C(=C2C(=NC(=NN2C1)NC1CCC2(CC2)CC1)OC)C=1C=CC=2N(C1)C(=CN2)C(=O)NC 6-(6-fluoro-4-methoxy-2-(spiro[2.5]oct-6-ylamino)pyrrolo[2,1-f][1,2,4]triazin-5-yl)-N-methylimidazo[1,2-a]pyridine-3-carboxamide